5-chloro-2-(4,4-difluoroazepan-1-yl)-6-isopropylnicotinic acid ClC=1C(=NC(=C(C(=O)O)C1)N1CCC(CCC1)(F)F)C(C)C